ClC=1C=C(C=CC1)N1C(\C(\CC1=O)=C/C1=C(OC2=CC=C(C(=O)OC3=CC=CC=C3)C=C2)C=CC=C1)=O Phenyl (Z)-4-(2-((1-(3-chlorophenyl)-2,5-dioxopyrrolidin-3-ylidene)methyl)phenoxy)benzoate